Cl.COC(C(CNC([C@@H](CC1=CC(=C(C=C1)OC)Cl)N)=O)(C)CO)=O 3-((R)-2-amino-3-(3-chloro-4-methoxyphenyl)propionamido)-2-(hydroxymethyl)-2-methylpropanoic acid methyl ester hydrochloride